2-[(2S)-pyrrolidin-2-yl]-N-(2,2,2-trifluoroethyl)aniline hydrochloride Cl.N1[C@@H](CCC1)C1=C(NCC(F)(F)F)C=CC=C1